(E)-2-((2,2-Dimethoxyethyl)thio)-7-styrylquinoline COC(CSC1=NC2=CC(=CC=C2C=C1)\C=C\C1=CC=CC=C1)OC